N-(3-cyanophenyl)-2-(4-fluoro-2-methoxyphenoxy)-4-(trifluoromethyl)benzamide C(#N)C=1C=C(C=CC1)NC(C1=C(C=C(C=C1)C(F)(F)F)OC1=C(C=C(C=C1)F)OC)=O